CC1=C(C(=CC(=C1)OC)C)SN 2,6-dimethyl-4-methoxybenzenesulfenamide